BrCC(=O)C1CC(C1)OC(F)(F)F 2-bromo-1-(3-(trifluoromethoxy)cyclobutyl)ethanone